2-(4-isopropyl-5-(8-methoxy-[1,2,4]triazolo[1,5-a]pyridin-6-yl)-1H-pyrazol-3-yl)-5-(1-(tetrahydro-2H-pyran-3-yl)piperidin-4-yl)thiazole C(C)(C)C=1C(=NNC1C=1C=C(C=2N(C1)N=CN2)OC)C=2SC(=CN2)C2CCN(CC2)C2COCCC2